NC1=CC=CC(=N1)S(=O)(=O)NC(=O)C=1C(=NC(=CC1)C1=CC=C(C=C1)CO)OC1=C(C=C(C=C1C)C)C N-[(6-Amino-2-pyridyl)sulfonyl]-6-[4-(hydroxymethyl)phenyl]-2-(2,4,6-trimethylphenoxy)pyridin-3-carboxamid